FC=1C=C2C=C(C=C(C2=C(C1F)C#C[Si](C(C)C)(C(C)C)C(C)C)O)OCOC 6,7-Difluoro-3-(methoxymethoxy)-8-((triisopropylsilyl)ethynyl)naphthalen-1-ol